CC1=NC=2C(=NC(=CC2)C=2C=CN3N=C(N=CC32)N[C@@H]3C[C@H](C3)NC)N1C trans-N1-(5-(2,3-dimethyl-3H-imidazo[4,5-b]pyridin-5-yl)pyrrolo[2,1-f][1,2,4]triazin-2-yl)-N3-methylcyclobutane-1,3-diamine